3-chloro-N-[(1S)-1-(1-{5-[(cyclopropylcarbonyl)amino]pyridin-2-yl}-1H-1,2,4-triazol-5-yl)ethyl]-5-(trifluoromethyl)benzamide ClC=1C=C(C(=O)N[C@@H](C)C2=NC=NN2C2=NC=C(C=C2)NC(=O)C2CC2)C=C(C1)C(F)(F)F